N-ethyl-N-(2-hydroxyethyl)-6-methoxy-3-nitropyridin-2-amine C(C)N(C1=NC(=CC=C1[N+](=O)[O-])OC)CCO